N[C@H]1CC[C@@H](N(C1)C(=O)OCC1=CC=CC=C1)C benzyl (2S,5S)-5-amino-2-methylpiperidine-1-carboxylate